BrC1=C(C=C2C(=NC(=NN21)Cl)N(C(OC(C)(C)C)=O)CC2=CC=C(C=C2)F)C[C@H]([C@H](C)F)NC(=O)OC(C)(C)C tert-butyl (7-bromo-6-((2R,3S)-2-((tert-butoxycarbonyl)amino)-3-fluorobutyl)-2-chloropyrrolo[2,1-f][1,2,4]triazin-4-yl)(4-fluorobenzyl)carbamate